CS(=O)(=O)O.C(C)OC1=C(C=CC=C1)C1=NC=2CN(CC3(C2C=C1)CCN(CC3)C3=C(C=CC=C3)C(F)(F)F)C[C@@H]3NCCC3 (R)-2'-(2-ethoxyphenyl)-7'-(pyrrolidin-2-ylmethyl)-1-(2-(trifluoromethyl)phenyl)-7',8'-dihydro-6'H-spiro[piperidine-4,5'-[1,7]naphthyridine] methanesulfonate